C[C@]12CC(C[C@](CCC1)(N2)C)N(C2=CC=C(N=N2)C=2C(=CC1=C(C=C(O1)C(=O)NC)C2)O)C 5-(6-(((1R,3s,5S)-1,5-dimethyl-9-azabicyclo[3.3.1]nonan-3-yl)(methyl)amino)pyridazin-3-yl)-6-hydroxy-N-methylbenzofuran-2-carboxamide